ethyl 2-[(2-aminoacetyl)amino]-3-(2-chloro-6-fluoro-benzoyl)-5,6-dihydro-4H-cyclopenta[b]thiophene-5-carboxylate NCC(=O)NC1=C(C2=C(S1)CC(C2)C(=O)OCC)C(C2=C(C=CC=C2F)Cl)=O